4-(benzylthio)-2,3,5,6-tetrafluoroaniline C(C1=CC=CC=C1)SC1=C(C(=C(N)C(=C1F)F)F)F